NCC1=C(C=CC(N1)=O)C 6-(aminomethyl)-5-methylpyridin-2(1H)-one